N1=CC=C(C=C1)C(=O)N1CC2=C(NC=3C=CC(=CC23)C2=C(C=CC=C2)C)CC1 pyridin-4-yl(8-(o-tolyl)-1,3,4,5-tetrahydro-2H-pyrido[4,3-b]indol-2-yl)methanone